ClC1=CC=C(C=C1)NC(=O)C1=CC2=CC=CC=C2C(=C1O)N=NC1=C(C=CC(=C1)[N+](=O)[O-])C N-(4-chlorophenyl)-3-hydroxy-4-[(2-methyl-5-nitrophenyl)azo]-2-naphthaleneformamide